C(C)(C)(C)C1=CC=C(C=C1)C1CCN(CC1)C(=O)C1CC2(C1)NC(O[C@H]2C)=O (2R,4s,8s)-2-(4-(4-(tert-butyl)phenyl)piperidine-1-carbonyl)-8-methyl-7-oxa-5-azaspiro[3.4]octan-6-one